2-((4-(6-((4-Cyano-2-fluorobenzyl)oxy)pyridin-2-yl)piperidin-1-yl)methyl)-4-hydroxy-1-methyl-1H-benzo[d]imidazole-6-carboxylic acid C(#N)C1=CC(=C(COC2=CC=CC(=N2)C2CCN(CC2)CC2=NC3=C(N2C)C=C(C=C3O)C(=O)O)C=C1)F